1-ethyl-N-(1-ethyl-1H-pyrazol-4-yl)-1H-imidazo[4,5-b]pyridine-6-carboxamide C(C)N1C=NC2=NC=C(C=C21)C(=O)NC=2C=NN(C2)CC